amino-2-chloro-2'-methyl-[1,1'-biphenyl] NC=1C(=C(C=CC1)C1=C(C=CC=C1)C)Cl